ONC(=O)C1=CC2=C(N3C=4C=CC=CC4N=C13)N=CC=C2N2CCN(CC2)C 4-(4-Methyl-piperazin-1-yl)-1,7,11b-triaza-benzo[c]fluorene-6-carboxylic acid hydroxyamide